C[O-].[Li+].[CH-]1C=CC=C1.[CH-]1C=CC=C1.[Fe+2] ferrocene lithium methoxide